8-[(2s,5r)-5-ethyl-4-[(4-fluorophenyl)[6-(trifluoromethyl)pyridin-2-yl]methyl]-2-methylpiperazin-1-yl]-5-methyl-6-oxo-5,6-dihydro-1,5-naphthyridine-2-carbonitrile C(C)[C@H]1N(C[C@@H](N(C1)C1=CC(N(C=2C=CC(=NC12)C#N)C)=O)C)C(C1=NC(=CC=C1)C(F)(F)F)C1=CC=C(C=C1)F